4-{[3-(4-Chloro-2-hydroxy-6-methylphenyl)-7H-pyrrolo[2,3-c]pyridazin-7-yl]methyl}-1-methylpiperidine-4-carbonitrile ClC1=CC(=C(C(=C1)C)C1=CC2=C(N=N1)N(C=C2)CC2(CCN(CC2)C)C#N)O